NC1CN(C1)C=1C=NC(=NC1)C=1C=C(C(=O)N[C@@H](C=2NC3=CC=CC=C3C2)C2=C(C=CC(=C2)F)O)C=C(C1)C 3-[5-(3-aminoazetidin-1-yl)pyrimidin-2-yl]-N-[(R)-(5-fluoro-2-hydroxy-phenyl)-(1H-indole-2-yl)methyl]-5-methyl-benzamide